(R)-4-(3-(3-aminopiperidine-1-carbonyl)-1-(1-methyl-1H-pyrrolo[2,3-b]pyridin-5-yl)-1H-pyrazol-5-yl)benzonitrile N[C@H]1CN(CCC1)C(=O)C1=NN(C(=C1)C1=CC=C(C#N)C=C1)C=1C=C2C(=NC1)N(C=C2)C